ClC1=NC2=CC(=C(C=C2C=C1[C@H](C)N[S@](=O)C(C)(C)C)Cl)OCC1=NC=CC=C1 (R)-N-((S)-1-(2,6-dichloro-7-(pyridin-2-ylmethoxy)quinolin-3-yl)ethyl)-2-methylpropan-2-sulfinamide